C(C)N(C(C1=C(C=CC(=C1)F)C1=C2C(=NC(=C1)C1CN(CC1)CC1CCC(CC1)N)NN=C2)=O)C(C)C N-ethyl-5-fluoro-N-isopropyl-2-[6-(1-{[(1r,4r)-4-aminocyclohexyl]methyl}pyrrolidin-3-yl)-1H-pyrazolo[3,4-b]pyridin-4-yl]benzamide